(1S,3S)-3-((6-(5-((((cyclobutylmethyl)(methyl)carbamoyl)oxy)methyl)-1-methyl-1H-1,2,3-triazol-4-yl)-2-methylpyridin-3-yl)oxy)cycloheptane-1-carboxylic Acid C1(CCC1)CN(C(=O)OCC1=C(N=NN1C)C1=CC=C(C(=N1)C)O[C@@H]1C[C@H](CCCC1)C(=O)O)C